C(CCC)[Sn](CCCCCCCCCCCC)(CCCCCCCCCCCC)CCCC dibutyl-dilauryl-tin